CC(=O)N[C@@H]1[C@H]([C@@H]([C@H](O[C@@H]1OP(=O)(O)OCCCN)CO)O)O The molecule is an amino sugar phosphate that is alpha-D-glucosamine linked glycosidically to a (3-aminopropoxy)(hydroxy)phosphoryl group. It is a conjugate acid of a 3-aminopropyl N-acetyl-alpha-D-glucosamine-1-phosphate(1-).